2-amino-6-borono-2-(2-(tert-butylamino)ethyl)hexanoic acid NC(C(=O)O)(CCCCB(O)O)CCNC(C)(C)C